naphtho[2,3-b]furan-2(3H)-one O1C2=C(CC1=O)C=C1C=CC=CC1=C2